2-(5-fluoro-2-methylbenzofuran-6-yl)propionic acid FC=1C(=CC2=C(C=C(O2)C)C1)C(C(=O)O)C